N-(3-((4,4-difluorocyclohexyl)oxy)-2,3-dihydro-1H-inden-5-yl)acrylamide FC1(CCC(CC1)OC1CCC2=CC=C(C=C12)NC(C=C)=O)F